N-[(1S,2S)-2-hydroxycyclohexyl]4-methyl-3-{[methyl(5-phenylpyridin-3-yl)amino]methyl}benzamide O[C@@H]1[C@H](CCCC1)NC(C1=CC(=C(C=C1)C)CN(C=1C=NC=C(C1)C1=CC=CC=C1)C)=O